N4-cyclopropyl-N2-(2-methoxy-4-(methyl-sulfonyl)phenyl)-7H-pyrrolo[2,3-d]pyrimidine-2,4-diamine C1(CC1)NC=1C2=C(N=C(N1)NC1=C(C=C(C=C1)S(=O)(=O)C)OC)NC=C2